[(4-Amino-5-benzoylthiazol-2-yl)-(6-chloro-3-pyridyl)amino]propanamid NC=1N=C(SC1C(C1=CC=CC=C1)=O)N(C=1C=NC(=CC1)Cl)C(C(=O)N)C